ClC1=C(C=C(C=C1)N1C(C2=CC=CC=C2[C@@H]([C@H]1C1=CC2=C(OCCO2)C=C1)C(=O)O)=O)C1CC1 |r| (3S,4S) and (3R,4R)-2-(4-chloro-3-cyclopropylphenyl)-3-(2,3-dihydro-1,4-benzodioxin-6-yl)-1-oxo-1,2,3,4-tetrahydroisoquinoline-4-carboxylic acid